C(CCC\C=C/C\C=C/C\C=C/C\C=C/C\C=C/CC)OC(C(=O)OC(C)(C)C)CC tert-Butyl 2-((5Z,8Z,11Z,14Z,17Z)-icosa-5,8,11,14,17-pentaen-1-yloxy)butanoate